The molecule is an indolylmethylglucosinolic acid that is glucobrassicin bearing a hydroxy substituent at position 4 on the indole ring. It is an indolyl carbohydrate and an indolylmethylglucosinolic acid. It derives from a glucobrassicin. It is a conjugate acid of a 4-hydroxyglucobrassicin(1-). C1=CC2=C(C(=C1)O)C(=CN2)C/C(=N/OS(=O)(=O)O)/S[C@H]3[C@@H]([C@H]([C@@H]([C@H](O3)CO)O)O)O